NC1=NC=2C=C(C=CC2C2=C1N=C(N2CC(C)(C)O)COCC)CC2=CC=C(C=C2)NC(=O)NCCN 1-(4-((4-amino-2-(ethoxymethyl)-1-(2-hydroxy-2-methylpropyl)-1H-imidazo[4,5-c]quinolin-7-yl)methyl)phenyl)-3-(2-aminoethyl)urea